(6aS,8R)-8-hydroxy-8-methyl-2-((5-methyl-8-(2-oxopyrrolidin-1-yl)-5H-chromeno[4,3-c]-pyridin-3-yl)amino)-6,6a,7,8-tetrahydro-9H-pyrido[2,3-b]pyrrolo[1,2-d][1,4]oxazin-9-one O[C@@]1(C[C@@H]2N(C3=C(OC2)N=CC(=C3)NC3=CC2=C(C=N3)C=3C=CC(=CC3OC2C)N2C(CCC2)=O)C1=O)C